6-(difluoromethyl)pyridazin-3-amine FC(C1=CC=C(N=N1)N)F